4-((tert-butyl-dimethylsilyl)oxy)-1-((2,4-dichloropyrimidin-5-yl)methyl)pyrrolidin-2-one [Si](C)(C)(C(C)(C)C)OC1CC(N(C1)CC=1C(=NC(=NC1)Cl)Cl)=O